FC1=C(C=CC(=C1)F)[C@]([C@@H](C)N1CCC(CC1)=CC(=O)NC1=CC=C(C=C1)F)(CN1N=CN=C1)O 2-(1-((2R,3R)-3-(2,4-difluorophenyl)-3-hydroxy-4-(1H-1,2,4-triazol-1-yl)-2-butyl)piperidin-4-ylidene)-N-(4-fluorophenyl)acetamide